6-(4-fluorophenyl)-2-oxo-1-(pyridin-3-ylmethyl)-N-(spiro[3.3]heptan-2-yl)-1,2-dihydro-1,8-naphthyridine-3-carboxamide FC1=CC=C(C=C1)C=1C=C2C=C(C(N(C2=NC1)CC=1C=NC=CC1)=O)C(=O)NC1CC2(C1)CCC2